methyl 3-(6-bromopyridin-3-yl)-2-acetamidopropanoate BrC1=CC=C(C=N1)CC(C(=O)OC)NC(C)=O